C(C1=CC=CC=C1)OC1=CC=C2C(=C(C=NC2=C1)C(O)C1=C(C=CC=C1)C(F)(F)F)Cl (7-(benzyloxy)-4-chloroquinolin-3-yl)(2-(trifluoromethyl)phenyl)methanol